2-((5-methylpyridin-2-yl)imino)-4-phenylthiazole CC=1C=CC(=NC1)N=C1SC=C(N1)C1=CC=CC=C1